NC=1C(=C(C=CC1)CN1C(OC2=C(C=C(C(=C2)OC=2N=NC=CC2)F)C12COC2)=O)F 3-[(3-amino-2-fluorophenyl)methyl]-6-fluoro-7-(pyridazin-3-yloxy)2,3-dihydrospiro[1,3-benzoxazine-4,3'-oxetan]-2-one